N-(5-(4,4-difluoropiperidin-1-yl)-[1,2,4]triazolo[1,5-c]pyrimidin-7-yl)-4-((2-hydroxyethyl)sulfonamido)-2-(6-azaspiro[2.5]octan-6-yl)benzamide FC1(CCN(CC1)C1=NC(=CC=2N1N=CN2)NC(C2=C(C=C(C=C2)NS(=O)(=O)CCO)N2CCC1(CC1)CC2)=O)F